(1aR,5aR)-(R)-2-(5-Fluoro-pyridin-2-yl)-1a,2,5,5a-tetrahydro-1H-2,3-diaza-cyclopropa[a]pentalene-4-carboxylic Acid ((S)-1-Hydroxymethyl-2,2-dimethyl-propyl)-amide OC[C@H](C(C)(C)C)NC(=O)C=1C=2C[C@@H]3[C@H](C2N(N1)C1=NC=C(C=C1)F)C3